CN(C1=CC=C(C=C1)OCCCCCCCCCCCCC)CCCCCCCCCCCCC N-methyl-N-tridecyl-4-(tridecyloxy)aniline